P(O)(=O)(OP(=O)(O)OP(=O)(O)O)OC[C@@H]1[C@H]([C@H]([C@@H](O1)N1C(=O)N=C(N)C=C1)O)O cytidin Triphosphate